C(CCCCCCCCCCCCCCCCC)(=O)OCCO Ethylenglycol monostearat